F[Sb-](F)(F)(F)(F)F.C1(=CC=CC=C1)C1=C(C=2C=CC=C3[NH+]=C4C=CC=CC4=C(C23)O1)C1=CC=CC=C1 2,3-diphenylpyrano[4,3,2-kl]acridine-7-ium hexafluoroantimonate